N-(3-((tert-butyldimethylsilyl)oxy)-6-chloro-2-methylphenyl)-2-((3-cyano-4-(1-methylpiperidin-4-yl)phenyl)amino)-4-methoxypyrimidine-5-carboxamide [Si](C)(C)(C(C)(C)C)OC=1C(=C(C(=CC1)Cl)NC(=O)C=1C(=NC(=NC1)NC1=CC(=C(C=C1)C1CCN(CC1)C)C#N)OC)C